{1'-[(2E)-3-(4-chlorophenyl)prop-2-en-1-yl]-5-Fluorospiro[indole-3,4'-piperidine]-1(2H)-yl}(2-chloropyridin-4-yl)methanone ClC1=CC=C(C=C1)/C=C/CN1CCC2(CC1)CN(C1=CC=C(C=C12)F)C(=O)C1=CC(=NC=C1)Cl